FC=1N=CC(=NC1)C(=O)O 5-fluoropyrazine-2-carboxylic acid